NC1CCC(CC1)NC1=NC2=CC(=C(C=C2C=N1)C=1C=CC(=NC1CC)NS(=O)(=O)C1=C(C=CC=C1)Cl)C N-(5-(2-(((1r,4r)-4-aminocyclohexyl)amino)-7-methylquinazolin-6-yl)-6-ethylpyridin-2-yl)-2-chlorobenzenesulfonamide